FC=1C(N(C(N(C1)S(=O)(=O)C1=CC=C(C)C=C1)=O)C)=N 5-fluoro-4-imino-3-methyl-1-tosyl-3,4-dihydropyrimidin-2(1H)-one